dichloro(methyl)propyl-silane Cl[Si](CCC)(C)Cl